4-((2-cyano-5-fluorophenyl)thio)-6-(5-methyl-1-(1-methylpiperidin-4-yl)-1H-pyrazol-4-yl)pyrazolo[1,5-a]pyridine-3-carbonitrile C(#N)C1=C(C=C(C=C1)F)SC=1C=2N(C=C(C1)C=1C=NN(C1C)C1CCN(CC1)C)N=CC2C#N